CC(C[C@@H](C(N[C@H](C=O)C[C@H]1C(NCC1)=O)=O)NC(=O)C=1NC2=CC=CC=C2C1)C N-((S)-4-methyl-1-oxo-1-(((S)-1-oxo-3-((S)-2-oxopyrrolidin-3-yl)-propan-2-yl)amino)pentan-2-yl)-1H-indole-2-carboxamide